[N+](=O)([O-])C1=CC=C(C=C1)C1(NSC=C1)N 3-(4-nitrophenyl)isothiazol-amine